C(C)(C)N1CCN(CC1)C1=CC=C(C=C1)C1=C(CSC2=CC(=CC=C12)OC)C1=CC=C(C=C1)O 4-(4-(4-(4-isopropylpiperazin-1-yl)phenyl)-7-methoxy-2H-thiochromen-3-yl)phenol